8-[4-(Allyloxy)-3-methyl-phenyl]-5-methoxy-4-[(1-naphthyl)methyl]-2-oxo-7-thia-1-azabicyclo[4.3.0]nona-3,5,8-triene-9-carboxylic acid C(C=C)OC1=C(C=C(C=C1)C=1SC2=C(C(=CC(N2C1C(=O)O)=O)CC1=CC=CC2=CC=CC=C12)OC)C